(R)-2-((((9H-fluoren-9-yl)methoxy)carbonyl)amino)-3-(4-(tert-butoxy)-3-iodophenyl)propionic acid C1=CC=CC=2C3=CC=CC=C3C(C12)COC(=O)N[C@@H](C(=O)O)CC1=CC(=C(C=C1)OC(C)(C)C)I